FC(C1=CC(=NC=C1OC(C)C)C(NC(NC1(C(C(=O)N(C)C)C=CC=N1)N=C=S)=S)=N)F 2-(3-((4-(Difluoromethyl)-5-isopropoxypyridinyl)(imino)methyl)thioureido)-2-isothiocyanato-N,N-dimethylnicotinamide